benzyl 8-{9-[6-(benzyloxy)-6-oxohexyl]-11,11,12,12-tetramethyl-1,1,1-triphenyl-2,10-dioxa-7-aza-11-silatridecan-7-yl}-7-[(tert-butyldimethylsilyl)oxy]octanoate C(C1=CC=CC=C1)OC(CCCCCC(CN(CCCCOC(C1=CC=CC=C1)(C1=CC=CC=C1)C1=CC=CC=C1)CC(CCCCCC(=O)OCC1=CC=CC=C1)O[Si](C)(C)C(C)(C)C)O[Si](C(C)(C)C)(C)C)=O